((2R,7aS)-2-fluorotetrahydro-1H-pyrrolizin-7a(5H)-yl)methanol hydrogen chloride Cl.F[C@@H]1C[C@@]2(CCCN2C1)CO